trans-2-(4-chloro-3-fluorophenoxy)-N-(4-(5-(4-chloro-3-fluorophenyl)-1,3,4-oxadiazol-2-yl)cyclohexyl)acetamide ClC1=C(C=C(OCC(=O)N[C@@H]2CC[C@H](CC2)C=2OC(=NN2)C2=CC(=C(C=C2)Cl)F)C=C1)F